N-(2-(pyridin-2-ylamino)ethyl)pyridine-2-amide N1=C(C=CC=C1)NCCNC(=O)C1=NC=CC=C1